3-(1-(2,5-difluorophenyl)-1-hydroxy-6-(7-methyl-2-(((S)-pyrrolidin-2-yl)methoxy)-7H-Pyrrolo[2,3-d]pyrimidin-4-yl)hex-3,5-diyn-1-yl)-1-methylpyridin-2(1H)-one FC1=C(C=C(C=C1)F)C(CC#CC#CC=1C2=C(N=C(N1)OC[C@H]1NCCC1)N(C=C2)C)(O)C=2C(N(C=CC2)C)=O